C(C)(C)(C)C=1C=C(C=C(C1)C(C)(C)C)C1=C(C(=CC(=C1)C1=CC(=CC(=C1)C(C)(C)C)C(C)(C)C)C1=CC(=CC(=C1)C(C)(C)C)C(C)(C)C)S 2,4,6-tris(3,5-di-tert-butylphenyl)benzenethiol